N-(8-cyclopropyl-1,2,3,4-tetrahydroquinolin-4-yl)-4-fluorobenzamide C1(CC1)C=1C=CC=C2C(CCNC12)NC(C1=CC=C(C=C1)F)=O